ClC1=C(C=CC(=C1)O)O 2-chloro-1,4-benzenediol